prop-2-en-1-yl 3-pyridin-4-yl-L-alaninate N1=CC=C(C=C1)C[C@H](N)C(=O)OCC=C